4-[4-Cyano-3-hydroxy-6-(2-methyl-benzyl)-pyridin-2-yl]-4-oxo-butyric acid ethyl ester C(C)OC(CCC(=O)C1=NC(=CC(=C1O)C#N)CC1=C(C=CC=C1)C)=O